1-ethyl-3-[3-dimethylaminopropyl]-carbodiimide C(C)N=C=NCCCN(C)C